9,9-bis(3,3,4,4,4-pentafluorobutyl)-9H-fluorene FC(CCC1(C2=CC=CC=C2C=2C=CC=CC12)CCC(C(F)(F)F)(F)F)(C(F)(F)F)F